(3S)-3-(3-(hex-5-en-1-yl)-3-methyl-2-oxoazetidin-1-yl)-3-(6-methoxypyridin-3-yl)propionic acid ethyl ester C(C)OC(C[C@@H](C=1C=NC(=CC1)OC)N1C(C(C1)(C)CCCCC=C)=O)=O